bis(2,6-dimethoxybenzyl)-2,4,4-trimethyl-pentylphosphine oxide COC1=C(CP(CC(CC(C)(C)C)C)(CC2=C(C=CC=C2OC)OC)=O)C(=CC=C1)OC